C(=C)C1=CC=C(CN2N=C(N=C2N)CCCCCC2=NN(C(=N2)N)CC2=CC=C(C=C2)C=C)C=C1 3,3'-pentamethylenebis[1-(4-vinylbenzyl)-5-amino-1H-1,2,4-triazole]